tert-butyl 4-(4-(1,4-dimethyl-2-(4-(methylsulfonyl)phenyl)-1H-imidazo[4,5-c]pyridin-6-yl)phenyl)piperazine-1-carboxylate CN1C(=NC=2C(=NC(=CC21)C2=CC=C(C=C2)N2CCN(CC2)C(=O)OC(C)(C)C)C)C2=CC=C(C=C2)S(=O)(=O)C